C(C)[N+](F)(F)F N-ethylperfluoro-ammonium